tert-butyl (6R)-6-methyl-2,4,6,7-tetrahydropyrazolo[4,3-c]pyridine-5-carboxylate C[C@@H]1CC=2C(CN1C(=O)OC(C)(C)C)=CNN2